O1CCC2=C1C=CC(=C2)N=C=O 2,3-Dihydro-1-benzofuran-5-ylisocyanat